C1(=CC=CC=C1)C1=CN=C(S1)C(=O)N[C@@H]1C[C@H](C1)NC(OC(C)(C)C)=O tert-butyl ((trans)-3-(5-phenylthiazole-2-carboxamido)cyclobutyl)carbamate